4-(4-methoxyphenyl)piperidine, hydrochloride Cl.COC1=CC=C(C=C1)C1CCNCC1